(E)-2-(4,5-dichloro-2-thienylcarbonylamino)-5,5-dimethyl-3-hexenoic acid ClC=1C=C(SC1Cl)C(=O)NC(C(=O)O)\C=C\C(C)(C)C